CN1N=CC(=C1C)C1=CC=C(C=N1)S(=O)(=O)NC=1C=CC=C2C=NN(C12)CCOC 6-(1,5-DIMETHYL-1H-PYRAZOL-4-YL)-N-(1-(2-METHOXYETHYL)-1H-INDAZOL-7-YL)PYRIDINE-3-SULFONAMIDE